NC1=C(C=C(C=N1)NC(C(=O)N1[C@H](CC[C@@H](C1)C)C=1C=NC(=CC1)C)=O)C N-(6-amino-5-methyl-3-pyridyl)-2-[(2R,5S)-5-methyl-2-(6-methyl-3-pyridyl)-1-piperidyl]-2-oxo-acetamide